(2S)-3-(4-methoxyphenyl)-2-[4-[(1R)-1-[[5-(2-pyridyl)-2-thienyl]sulfonylamino]ethyl]triazol-1-yl]propanehydroxamic acid COC1=CC=C(C=C1)C[C@@H](C(=O)NO)N1N=NC(=C1)[C@@H](C)NS(=O)(=O)C=1SC(=CC1)C1=NC=CC=C1